ClC=1N=C(C2=C(N1)N(C(=C2F)C[C@H](C)NC(OC(C)(C)C)=O)C)Cl tert-butyl (S)-(1-(2,4-dichloro-5-fluoro-7-methyl-7H-pyrrolo[2,3-d]pyrimidin-6-yl)propan-2-yl)carbamate